1,1-bis(4-hydroxyphenyl)-propane OC1=CC=C(C=C1)C(CC)C1=CC=C(C=C1)O